1-(3-((4-(4-chlorobenzyl)piperidin-1-yl)methyl)-4-(trifluoromethyl)phenyl)-4-methyl-1,4-diazepan ClC1=CC=C(CC2CCN(CC2)CC=2C=C(C=CC2C(F)(F)F)N2CCN(CCC2)C)C=C1